CN(CCN(C1=C(C=C(C(=C1)OC)NC1=NC=CC(=N1)N1CC2(C3=NC(=CC=C31)C)CCCC2)NC(C=C)=O)C)C N-(2-((2-(dimethylamino)ethyl)(methyl)amino)-4-methoxy-5-((4-(5'-methylspiro[cyclopentane-1,3'-pyrrolo[3,2-b]pyridin]-1'(2'H)-yl)pyrimidin-2-yl)amino)phenyl)acrylamide